C(C)(=O)N(C1=CC=C(C=C1)C1=CC=C(C=N1)C(=O)NCC=1C(=NC=CC1)C)CC1CC(C1)(F)F 6-[4-[acetyl-[(3,3-difluorocyclobutyl)methyl]amino]phenyl]-N-[(2-methyl-3-pyridyl)methyl]pyridine-3-carboxamide